C(C)(=O)N1CCC2=CC(=CC=C12)C(CCN1CCN(CC1)C1=CC=C(C=C1)F)=O 1-(1-Acetylindolin-5-yl)-3-(4-(4-fluorophenyl)piperazin-1-yl)propan-1-one